COC1=C(C=CC=C1)C1CCN2CCC(CC2C1)CC(=O)OC Methyl 2-(8-(2-methoxyphenyl)octahydro-1H-quinolizin-2-yl)acetate